5-((6-fluoro-4-methyl-1H-indol-5-yl)oxy)benzimidamide FC1=C(C(=C2C=CNC2=C1)C)OC=1C=CC=C(C(N)=N)C1